C(C)(C)N(P(OCC1(CCN(CC1)C(CCCCCNC(CCCCC#C)=O)=O)COC(C1=CC=C(C=C1)OC)(C1=CC=C(C=C1)OC)C1=CC=C(C=C1)OC)OCCC#N)C(C)C (1-(6-(hept-6-ynamido)hexanoyl)-4-((tris(4-methoxyphenyl)methoxy)methyl)piperidin-4-yl)methyl (2-cyanoethyl) diisopropylphosphoramidite